ClC1=CC=C2C(=CC(=NC2=C1)C=1C=C(C(=O)OC)C=CC1)N1C=NC=C1 Methyl 3-(7-chloro-4-(1H-imidazol-1-yl) quinolin-2-yl)benzoate